2-methyl-4-(3-nitrophenyl)thiazole CC=1SC=C(N1)C1=CC(=CC=C1)[N+](=O)[O-]